4-(2-chloro-5-iodobenzyl)phenol ClC1=C(CC2=CC=C(C=C2)O)C=C(C=C1)I